2-[4-(3-chloro-2-piperazin-1-yl-6-quinolyl)-1,2,4-triazol-3-yl]ethanamine dihydrochloride Cl.Cl.ClC=1C(=NC2=CC=C(C=C2C1)N1C(=NN=C1)CCN)N1CCNCC1